2-fluoro-6-{[3-(trifluoromethoxy)benzyl]amino}-9-(tetrahydro-2H-pyran-2-yl)-9H-purine FC1=NC(=C2N=CN(C2=N1)C1OCCCC1)NCC1=CC(=CC=C1)OC(F)(F)F